5-methyl-amyl-pyrrole CCCCCCC=1NC=CC1